α-(1-methylvinyl)-7-oxo-3-p-tolyl-4-oxo-2,6-diazabicyclo[3.2.0]heptane-2-ene-6-acetate CC(=C)C(C(=O)[O-])N1C2C(C(=NC2C1=O)C1=CC=C(C=C1)C)=O